C(C)(=O)O[C@@H](C(=O)NC=1SC2=C(N1)C=C1C(=C2)OCCO1)C (R)-1-((6,7-dihydro-[1,4]dioxino[2',3':4,5]benzo[1,2-d]thiazol-2-yl)amino)-1-oxopropan-2-yl acetate